C(CCCC)C(COC(CCCCC(OC(OCCN(CCOC(OC(CCCCC(=O)OCC(CCCCC)CCCCC)CCCCCC)=O)CCN(CC)CC)=O)CCCCCC)=O)CCCCC bis(2-pentylheptyl)12-(2-(diethylamino)ethyl)-6,18-dihexyl-8,16-dioxo-7,9,15,17-tetraoxa-12-azatricosandioate